ClC1=C2C(=NC=C1)N(N=C2C#N)C2=CC=C(C=C2)OC(F)(F)F 4-chloro-1-(4-(trifluoromethoxy)phenyl)-1H-pyrazolo[3,4-b]pyridine-3-carbonitrile